BrC=1C(=NC=NC1C(F)F)NC1=CC(=C(C=C1)OC1=CC2=C(N(C=N2)C)C=C1)C 5-bromo-6-difluoromethyl-N-(3-methyl-4-((1-methyl-1H-benzimidazol-5-yl)oxy)phenyl)pyrimidin-4-amine